SC(C(=O)O)C(C(=O)O)S 2,3-bis(sulfanyl)butanedioic acid